NC=1SC2=C(C1C(=O)OCC)CCC1(C2)OCCO1 ethyl 2'-aminospiro[1,3-dioxolane-2,6'-5,7-dihydro-4H-benzothiophene]-3'-carboxylate